7-(((3-chloropyridin-2-yl)oxy)methyl)-6-azaspiro[3.4]octane ClC=1C(=NC=CC1)OCC1NCC2(CCC2)C1